2-Benzyloxy-5-[[(2S)-1-[6-methoxycarbonyl-5-nitro-3-(trifluoromethyl)-2-pyridyl]pyrrolidin-2-yl]methoxy]-2-(trifluoromethyl)pentanoic acid C(C1=CC=CC=C1)OC(C(=O)O)(CCCOC[C@H]1N(CCC1)C1=NC(=C(C=C1C(F)(F)F)[N+](=O)[O-])C(=O)OC)C(F)(F)F